thioriburonic acid O=C[C@H](O)[C@H](O)[C@H](O)C(=S)O